5-hydroxy-2,2-dimethyl-1,3-dioxepane-4,7-dione OC1C(OC(OC(C1)=O)(C)C)=O